C(C1=CC=CC=C1)SC1=CC=2N(C(=C1)Cl)N=CC2[Sn](C)(C)C (5-benzylsulfanyl-7-chloro-pyrazolo[1,5-a]pyridin-3-yl)-trimethyl-stannane